O[C@H]1C[C@@H](CC[C@@]1(C(F)(F)F)O)NC(=O)[C@H]1CCN(C2(CC2)C1)C(=O)C1=NNC(=C1)C1=CC(=NC=C1F)OC (S)-N-((1R,3S,4R)-3,4-dihydroxy-4-(trifluoromethyl)cyclohexyl)-4-(5-(5-fluoro-2-methoxypyridin-4-yl)-1H-pyrazole-3-carbonyl)-4-azaspiro[2.5]octane-7-carboxamide